CC1(CCN(CC1)C=1OC2=C(C=C(C=C2C(C1)=O)C)C(C)NC=1C=CC=C2CNC(C12)=O)C 7-((1-(2-(4,4-dimethylpiperidin-1-yl)-6-methyl-4-oxo-4H-chromen-8-yl)ethyl)amino)isoindolin-1-one